N[C@@H](COC1=CC(=NC(=C1)C1=C(C=CC=C1C)C)NS(=O)(=O)C=1C=C(C(=O)O)C=CC1)CC(C)C 3-[[4-[(2R)-2-amino-4-methyl-pentoxy]-6-(2,6-dimethylphenyl)-2-pyridyl]sulfamoyl]benzoic acid